COC(=O)C1=CC=C(C=C1)C1=CC=C(C=C1)B(O)O (4'-(methoxycarbonyl)-[1,1'-biphenyl]-4-yl)boronic acid